ClC1=CC=C(C=C1)N(C(=O)C1=NC(=CN=C1)NC1=CC=C(C=C1)C(F)(F)F)C N-(4-chlorophenyl)-N-methyl-6-((4-(trifluoromethyl)phenyl)amino)pyrazine-2-carboxamide